tert-butyl (2-(pyridin-4-yl)ethyl)carbamate N1=CC=C(C=C1)CCNC(OC(C)(C)C)=O